C(#N)C=1C(=CC(=NC1)N1N=C(C(=C1)C=O)C(=O)N)OC 1-(5-cyano-4-methoxypyridin-2-yl)-4-formyl-1H-pyrazole-3-carboxamide